isobutyl-tertiary butyl alcohol C(C(C)C)CC(C)(C)O